ClC=1C(=NC(=NC1)N1[C@H](C[C@@H](CC1)N(C1=CC=C2C(=NN(C2=C1)C)[C@H]1C(NC(CC1)=O)=O)C)C)NC=1C=C2CC(N(C2=CC1)C)=O (S)-3-(6-(((2S,4R)-1-(5-chloro-4-((1-methyl-2-oxoindolin-5-yl)amino)pyrimidin-2-yl)-2-methylpiperidin-4-yl)(methyl)amino)-1-methyl-1H-indazol-3-yl)piperidine-2,6-dione